OC(CN(CCCCSSCCN1CCN(CC1)CCOC(CCCCN(CC(CCCCCCC(=O)OCC(CC)CC)O)CC(CCCCCCC(=O)OCC(CC)CC)O)=O)CC(CCCCC(OC(C)C)=O)O)CCCCC(=O)OC(C)C Bis(2-ethylbutyl) 9,9'-((5-(2-(4-(2-((4-(bis(2-hydroxy-7-isopropoxy-7-oxoheptyl)amino)-butyl)disulfaneyl)ethyl)piperazin-1-yl)ethoxy)-5-oxopentyl)azanediyl)bis(8-hydroxynonanoate)